C1CCC12CN(CC2)C2CN(CCC2)C2=CC=C(N=N2)CN2N=NC(=C2)C2=C1C=NNC1=CC(=C2)OC 4-(1-((6-(3-(6-azaspiro[3.4]octan-6-yl)piperidin-1-yl)pyridazin-3-yl)methyl)-1H-1,2,3-triazol-4-yl)-6-methoxy-1H-indazole